ClC1=C(C=NN(C1=O)C1CCN(CC1)S(=O)(=O)NC1=CC=C(C=C1)C(C)(C)O)NC[C@@H]1COCCC1 4-[(1R)-5-chloro-6-oxo-4-[[(3R)-tetrahydropyran-3-yl]methylamino]pyridazin-1-yl]-N-[4-(1-hydroxy-1-methyl-ethyl)phenyl]piperidine-1-sulfonamide